fmoc-threonine C(=O)(OCC1C2=CC=CC=C2C2=CC=CC=C12)N[C@@H]([C@H](O)C)C(=O)O